S12(C=CC3=C1C=CC=C3)N=CC=CC=C2 azepine-spiro-benzothiophene